O=C(O)/C=C/C1C=CC(O)=CC=1 p-Coumaric Acid